P(OCCCC)(O[SiH](C)C)[O-] butyl (dimethylsilyl) phosphite